2-oxo-2-phenylethylbenzamide O=C(CC1=C(C(=O)N)C=CC=C1)C1=CC=CC=C1